1-(3-bromophenyl)4-(2,6-diisopropylphenyl)-1H-pyrazole BrC=1C=C(C=CC1)N1N=CC(=C1)C1=C(C=CC=C1C(C)C)C(C)C